3-[(3R)-3-[1-[5-chloro-4-[[(1R)-1-(2,4-dichlorophenyl)ethyl]amino]-6-ethyl-pyrimidin-2-yl]azetidin-3-yl]-1-piperidyl]-1-methyl-cyclobutanecarboxylic acid ClC=1C(=NC(=NC1CC)N1CC(C1)[C@@H]1CN(CCC1)C1CC(C1)(C(=O)O)C)N[C@H](C)C1=C(C=C(C=C1)Cl)Cl